Ethyl (S)-1-(4-((1-(5-(3,5-difluorophenyl)-4,5-dihydro-1H-pyrazole-1-carbonyl)azetidin-3-yl)oxy)-5-fluoropyridin-2-yl)-3,5-dimethyl-1H-pyrrole-2-carboxylate FC=1C=C(C=C(C1)F)[C@@H]1CC=NN1C(=O)N1CC(C1)OC1=CC(=NC=C1F)N1C(=C(C=C1C)C)C(=O)OCC